trimethyl-isocyanatosilane C[Si](N=C=O)(C)C